(2-fluoro)-1-(3-pyridylsulfonyl)-1H-pyrrole-3-formaldehyde FC=1N(C=CC1C=O)S(=O)(=O)C=1C=NC=CC1